3-glycidoxypropyl-methyl-dimethoxysilane C(C1CO1)OCCC[Si](OC)(OC)C